CN1CCC(CC1)N[C@@H]1COCC1 methyl-N-((S)-tetrahydrofuran-3-yl)piperidin-4-amine